NC=1N=C(SC1C(=O)C=1C=NC(=CC1)OC(F)F)NC1=CC2=C(OC(O2)(F)F)C=C1 {4-amino-2-[(2,2-difluoro-1,3-benzodioxol-5-yl)amino]-1,3-thiazol-5-yl}[6-(difluoromethoxy)pyridin-3-yl]methanone